FC(C(F)(F)[Si](OCC)(OCC)OCC)CC(F)(F)F hexafluorobutyltriethoxysilane